[C@@H]1([C@H](O)[C@@H](O)[C@H](O)[C@H](O1)CO)OC1=CC=C(CNCCOC23CC4(CC(CC(C2)(C4)C)(C3)C)CN3N=CC(=C3C)C=3C(=NC=CC3)C(=O)O)C=C1 (1-{[3-(2-{[4-(beta-D-glucopyranosyloxy)benzyl]amino}ethoxy)-5,7-dimethyltricyclo[3.3.1.13,7]dec-1-yl]methyl}-5-methyl-1H-pyrazol-4-yl)pyridine-2-carboxylic acid